C(C)(C)(C)OC(NCCCOCCNC1=CC(=C(C=C1)F)Cl)=O.FC(C=1C(=NC=C(C1)C(F)(F)F)N1CCN(CC1)C=O)(F)F (4-(3,5-bis(trifluoromethyl)pyridin-2-yl)piperazin-1-yl)methanone tert-butyl-N-[3-[2-(3-chloro-4-fluoro-anilino)ethoxy]propyl]carbamate